tert-butyl 4-[5-isopropyl-3-[4-(trifluoromethoxy)phenyl]pyrazol-1-yl]piperidine-1-carboxylate C(C)(C)C1=CC(=NN1C1CCN(CC1)C(=O)OC(C)(C)C)C1=CC=C(C=C1)OC(F)(F)F